2-(3,5-difluorobenzyl)-7-methoxypyrazolo[1,5-c]quinazolin-5-amine FC=1C=C(CC2=NN3C(=NC=4C(=CC=CC4C3=C2)OC)N)C=C(C1)F